COC=1C=C(NCC2=CC=C(C=C2)C2=NOC(=N2)C(F)(F)F)C=CC1 3-methoxy-N-{4-[5-(trifluoromethyl)-1,2,4-oxadiazol-3-yl]benzyl}aniline